FC(N1C=2C=3C=C[N+](=C(CCCCC(C(NC2C=N1)=O)C)C3)O)F 3-(difluoromethyl)-9-methyl-8-oxo-3,4,7,15-tetraazatricyclo[12.3.1.02,6]Octadeca-1(18),2(6),4,14,16-pentaen-15-ium-15-ol